ClC1=C(N)C=C(C=C1CC1=CC(=CC=C1)OC)C 2-chloro-3-(3-methoxybenzyl)-5-methyl-aniline